C(C)(C)(C)OC(NC1CN(CCC1)C(=O)C=1C=C2C=C(N(C2=C(C1)OC)C)C1=CC2=C(N1CC1CC1)SC=C2)=O 1-(2-(6-(cyclopropylmethyl)-6H-thieno[2,3-b]pyrrol-5-yl)-7-methoxy-1-methyl-1H-indole-5-carbonyl)piperidin-3-ylcarbamic acid tert-butyl ester